tert-butyl 4-(6-formyl-5-nitro-indazol-2-yl)piperidine-1-carboxylate C(=O)C=1C(=CC2=CN(N=C2C1)C1CCN(CC1)C(=O)OC(C)(C)C)[N+](=O)[O-]